N(=[N+]=[N-])NC(C1=CC=C(C=C1)C=CC(=O)C1=C(C=CC=C1)O)=O N-Azido-4-[3-(2-hydroxyphenyl)-3-oxoprop-1-enyl]benzamide